tert-butyl 4-[3-[2-(cyclopropoxy)-3-pyridyl]-6-fluoro-pyrazolo[1,5-a]pyrimidin-5-yl]piperazine-1-carboxylate C1(CC1)OC1=NC=CC=C1C=1C=NN2C1N=C(C(=C2)F)N2CCN(CC2)C(=O)OC(C)(C)C